Cl.C(C)[C@H]1CN(CCC1)C1CCNCC1 |r| rac-3-ethyl-1,4'-bipiperidine hydrochloride